N-(2-hydroxy-1-phenylethyl)benzamide hydrochloride Cl.OCC(C1=CC=CC=C1)NC(C1=CC=CC=C1)=O